4-((2S,M)-4-acryloyl-2-methylpiperazin-1-yl)-8-fluoro-7-(6-hydroxy-2-fluoro-phenyl)-1-(4-methyl-2-isopropyl-pyridin-3-yl)pyrido[4,3-d]pyrimidin-2(1H)-one C(C=C)(=O)N1C[C@@H](N(CC1)C=1C2=C(N(C(N1)=O)C=1C(=NC=CC1C)C(C)C)C(=C(N=C2)C2=C(C=CC=C2O)F)F)C